C(C1=CC=CC=C1)O[C@@H]([C@@H](C(=O)OC)NC(=O)C1CN(CC12CN(C2)C(=O)[C@@H]2C(C2)(C)C)C(=O)OCC2C1=CC=CC=C1C=1C=CC=CC21)C (9H-fluoren-9-yl)methyl 8-(((2S,3R)-3-(benzyloxy)-1-methoxy-1-oxobutan-2-yl)carbamoyl)-2-((S)-2,2-dimethylcyclopropanecarbonyl)-2,6-diazaspiro[3.4]octane-6-carboxylate